3-(Acetylsulfo)-2-[(Acetylsulfo)methyl]propanoic acid C(C)(=O)OS(=O)(=O)CC(C(=O)O)CS(=O)(=O)OC(C)=O